O=C1NC(CCC1N1C(C2=CC=CC(=C2C1=O)OCC(=O)OC(C)(C)C)=O)=O tert-butyl 2-[[2-(2,6-dioxopiperidin-3-yl)-1,3-dioxoisoindol-4-yl]oxy]acetate